8-((2R,6S)-2,6-dimethylmorpholino)quinoxaline-5-carbonitrile C[C@H]1O[C@H](CN(C1)C1=CC=C(C=2N=CC=NC12)C#N)C